4-amino-1-(2-fluoro-4-methoxyphenyl)-2-oxo-7-(trifluoromethyl)-1,2-dihydroquinoline-3-carboxylic acid methyl ester COC(=O)C=1C(N(C2=CC(=CC=C2C1N)C(F)(F)F)C1=C(C=C(C=C1)OC)F)=O